O=S1(NCC(N1)=O)=O 1,1-dioxido-4-oxo-1,2,5-thiadiazolidin